C1OCC12CC(C2)NC(=O)[C@H]2CC21CCN(CC1)C(=O)[O-] (S)-1-((2-oxaspiro[3.3]heptan-6-yl)carbamoyl)-6-azaspiro[2.5]octane-6-carboxylate